tert-butyl 4-((3-(trifluoromethyl)benzoyl)glycyl)hexahydropyrrolo[3,2-b]pyrrole-1(2H)-carboxylate FC(C=1C=C(C(=O)NCC(=O)N2CCC3N(CCC32)C(=O)OC(C)(C)C)C=CC1)(F)F